(R)-7-(2-aminopropyl)-3-tritylbenzo[d]oxazol-2(3H)-one N[C@@H](CC1=CC=CC=2N(C(OC21)=O)C(C2=CC=CC=C2)(C2=CC=CC=C2)C2=CC=CC=C2)C